(3-acryloyloxypropyl)diethoxymethylsilane (S)-ethyl-2-(2-((5-bromo-1-(pyrrolidin-3-yl)-1H-indazol-3-yl)methoxy)-6-methylphenyl)acetate C(C)OC(CC1=C(C=CC=C1C)OCC1=NN(C2=CC=C(C=C12)Br)[C@@H]1CNCC1)=O.C(C=C)(=O)OCCC[SiH2]C(OCC)OCC